Methyl-3,8-diazabicyclo[3.2.1]octane-8-carboxylate COC(=O)N1C2CNCC1CC2